1-(2,6-dichlorophenyl)-3-methyl-(R,R)-1,2-butanediol ClC1=C(C(=CC=C1)Cl)[C@H]([C@@H](C(C)C)O)O